(((2R,7aS)-2-fluorotetrahydro-1H-pyrrolizin-7a(5H)-yl)methoxy)-7-(3-(methoxymethoxy)naphthalen-1-yl)-5,6,7,8-tetrahydroquinazoline F[C@@H]1C[C@@]2(CCCN2C1)COC1=NC=2CC(CCC2C=N1)C1=CC(=CC2=CC=CC=C12)OCOC